ClC=1N=NC(=CC1NCC1=C(C=C(C=C1)OC)OC)Cl 3,6-dichloro-N-(2,4-dimethoxybenzyl)pyridazin-4-amine